OCCCNC([C@H](O)C(C)(C)CO)=O |r| racemic-panthenol